(E)-1-(2-Hydroxyphenyl)-3-[4-phenylmethoxy-3-(trifluoromethyl)phenyl]prop-2-en-1-one OC1=C(C=CC=C1)C(\C=C\C1=CC(=C(C=C1)OCC1=CC=CC=C1)C(F)(F)F)=O